N1C=C(C2=CC=CC=C12)CC(CCCC)NC(=O)S1C=CC2=C1C=C(C=C2)N2CC(N(CC2)C)=O N-[1-(1H-indol-3-yl)hexane-2-yl]-6-(4-methyl-3-oxopiperazine-1-yl)-1-benzothiophene-carboxamide